ClC=1C(=NC=CC1C1=C(C(=CC=C1)C1=NC(=C(C=C1)CNC[C@@H]1NC(CC1)=O)OC)Cl)NC=1C(=C(CN2CCC(CC2)C(=O)O)C=CC1)F (R)-1-(3-((3-chloro-4-(2-chloro-3-(6-methoxy-5-((((5-oxopyrrolidin-2-yl)methyl)amino)methyl)pyridin-2-yl)phenyl)pyridin-2-yl)amino)-2-fluorobenzyl)piperidine-4-carboxylic acid